(14S)-4-aminobiphenyl NC1=CC=C(C=C1)C1=CC=CC=C1